COC1=C(C=C2C=C(NC2=C1)C)C=1C=C2C=CC(=NC2=CN1)O 6-(6-methoxy-2-methylindol-5-yl)-1,7-naphthyridin-2-ol